methyl 2-(5-(((1S,3R)-3-(((5-bromo-2-nitrophenyl)amino)methyl)cyclopentyl)methoxy)-1,3-dimethyl-1H-pyrazol-4-yl)-6-methylisonicotinate BrC=1C=CC(=C(C1)NC[C@H]1C[C@H](CC1)COC1=C(C(=NN1C)C)C=1C=C(C(=O)OC)C=C(N1)C)[N+](=O)[O-]